C1(=CC=CC=C1)CCCOC(C=CC1=C(C=CC(=C1)O)O)=O 2,5-dihydroxycinnamic acid 3-phenylpropyl ester